N2-(4-(((2-amino-4-hydroxypteridin-6-yl)methyl)amino)benzoyl)-N5-(2-(prop-2-yn-1-yloxy)ethyl)-L-glutamine NC1=NC2=NC=C(N=C2C(=N1)O)CNC1=CC=C(C(=O)N[C@@H](CCC(NCCOCC#C)=O)C(=O)O)C=C1